C(C)(=O)O.C(C)(=O)O.C(C)(=O)O.CO[Si](OC)(OC)CCCNCCN N-(trimethoxysilylpropyl) ethylenediamine triacetate